5-nitroaniline [N+](=O)([O-])C=1C=CC=C(N)C1